Cl.NCC1=C(C(=CC=C1C1=CC=NC=C1)Cl)SC1=NC=CC=C1CO (2-{[2-(aminomethyl)-6-chloro-3-(pyridin-4-yl)phenyl]sulfanyl}pyridin-3-yl)methanol HCl salt